(5-amino-2-fluorophenethyl)carbamic acid tert-butyl ester C(C)(C)(C)OC(NCCC1=C(C=CC(=C1)N)F)=O